N-isopropyl-4-(5-(2-methoxyphenyl)pyrimidin-2-yl)-2-(trifluoro-methyl)aniline C(C)(C)NC1=C(C=C(C=C1)C1=NC=C(C=N1)C1=C(C=CC=C1)OC)C(F)(F)F